C(CCCC(=O)NO)CCC(=O)NO N,N'-dihydroxyoctanediamide